C(C)OP(OCC)(=O)CC=1SC=C2OCCOC21.BrC2=CC(=C(COC1=NSC(=C1C(=O)N)NC(=O)NCCCCN1CCCC1)C(=C2)F)F 3-((4-bromo-2,6-difluorobenzyl)oxy)-5-(3-(4-(pyrrolidin-1-yl)butyl)ureido)isothiazole-4-carboxamide Diethyl-[(2,3-dihydrothieno[3,4-b][1,4]dioxin-5-yl)methyl]phosphonate